C(C)OC([C@H]([C@H](\C=C\C1=COC2=C1C=CC=C2)O)O)=O (2S,3S,E)-5-(benzofuran-3-yl)-2,3-dihydroxypent-4-enoic acid ethyl ester